1-phenyl-2-(5-nitropyridin-2-yl)ethan-1-one boron difluoride [B](F)F.C1(=CC=CC=C1)C(CC1=NC=C(C=C1)[N+](=O)[O-])=O